FC(C)(F)C1(OC2=CC=CC=C2C(=C1NC(C)=O)C1=CC=CC=C1)O N-(2-(1,1-Difluoroethyl)-2-hydroxy-4-phenyl-2H-chromen-3-yl)acetamide